[NH4+].F[Zr+](F)F trifluorozirconium ammonium